ClC1=NC(=CC(=C1)C(F)(F)C1OCCOC1)Cl 2,6-dichloro-4-[1,4-dioxan-2-yl-(difluoro)methyl]pyridine